CC1=CC(=NN1)NC1=CC(=NC(=N1)N1CCOCC1)NC1CC2CCC(C1)N2C(=O)OC(C)(C)C tert-butyl (3-exo)-3-((6-((5-methyl-1H-pyrazol-3-yl) amino)-2-morpholinopyrimidin-4-yl) amino)-8-azabicyclo[3.2.1]octane-8-carboxylate